tertbutyl N-methyl-N-[2-[2-[2-[2-(3-trityloxypropoxy)ethoxy]ethoxy]ethoxy]ethyl]carbamate CN(C(OC(C)(C)C)=O)CCOCCOCCOCCOCCCOC(C1=CC=CC=C1)(C1=CC=CC=C1)C1=CC=CC=C1